CN(C(C1=CC=C(C=C1)C=1C=NC(=NC1)NC1=CC2=C(OC[C@H]3N2C(CC3)=O)N=C1)=O)C (S)-N,N-dimethyl-4-(2-((9-oxo-6a,7,8,9-tetrahydro-6H-pyrido[2,3-b]pyrrolo-[1,2-d][1,4]oxazin-2-yl)amino)pyrimidin-5-yl)benzamide